N-(2-amino-5-bromo-4-chlorophenyl)-2-(4-((cyclopropylmethyl)sulfonyl)phenyl)acetamide NC1=C(C=C(C(=C1)Cl)Br)NC(CC1=CC=C(C=C1)S(=O)(=O)CC1CC1)=O